3-((3-fluoro-5-(trifluoromethyl)benzyl)oxy)azetidine 4-methylbenzenesulfonate CC1=CC=C(C=C1)S(=O)(=O)O.FC=1C=C(COC2CNC2)C=C(C1)C(F)(F)F